FC1(C2COCC1CN(C2)C=2N=C1N(C(C2C)=O)C=C(C=C1[C@@H](C)NC1=C(C(=O)O)C=CC=C1)C)F 2-(((1R)-1-(2-(9,9-difluoro-3-oxa-7-azabicyclo[3.3.1]nonan-7-yl)-3,7-dimethyl-4-oxo-4H-pyrido[1,2-a]pyrimidin-9-yl)ethyl)amino)benzoic acid